FC1=C(C(=CC=C1)O)C1=C(C=C2C(=NC=NC2=C1)N1CCN(CC1)C(C=C)=O)C(F)(F)F 1-(4-(7-(2-fluoro-6-hydroxyphenyl)-6-(trifluoromethyl)quinazolin-4-yl)piperazin-1-yl)prop-2-en-1-one